2-(((S)-6,8-difluoro-1,2,3,4-tetrahydronaphthalen-2-yl)amino)-N-(1-(2-methyl-1-(neopentylamino)propan-2-yl)-1H-imidazol-4-yl)pentanamide FC=1C=C2CC[C@@H](CC2=C(C1)F)NC(C(=O)NC=1N=CN(C1)C(CNCC(C)(C)C)(C)C)CCC